[Pd](Cl)Cl.N1=C(C=CC=C1)C1=NC=CC=C1 (2,2-bipyridine) palladium dichloride